CC1(CCOCC1)NC(=O)[C@@H]1CC12CCN(CC2)C(=O)OC(C(F)(F)F)C(F)(F)F |r| 1,1,1,3,3,3-hexafluoro-propan-2-yl (±)-1-((4-methyltetra-hydro-2H-pyran-4-yl)carbamoyl)-6-azaspiro[2.5]octane-6-carboxylate